C(=O)(C=C)C(=CC=C)[N+](=O)[O-] Acrylnitrylbuta-dien